2-[(2,6-dichlorophenyl)amino]benzene acetate hydrochloride Cl.C(C)(=O)O.ClC1=C(C(=CC=C1)Cl)NC1=CC=CC=C1